rac-(3R,4R)-4-{[5-(2,4-difluoro-phenyl)-isoxazole-3-carbonyl]-amino}-3-dimethylcarbamoyl-piperidine-1-carboxylic acid tert-butyl ester C(C)(C)(C)OC(=O)N1C[C@H]([C@@H](CC1)NC(=O)C1=NOC(=C1)C1=C(C=C(C=C1)F)F)C(N(C)C)=O |r|